N[C@@H](CCCNC(N)=N)C(=O)O L-Arginin